C(#N)C1(C(C1)COC1=CC=CC=C1)C1=NC=CC=C1C#N 2-[1-cyano-2-(phenoxymethyl)cyclopropyl]pyridine-3-carbonitrile